ClC1=NN(C2=CC=C(C=C12)COC1=CC=C2C=C(COC2=C1)CN1CCC(CC1)C(=O)OCC)C(C)C ethyl 1-[7-(3-chloro-1-isopropyl-1H-indazol-5-ylmethoxy)-2H-chromen-3-ylmethyl]-piperidine-4-carboxylate